Dihexadecyl ((3-(dimethylamino)propoxy)carbonyl)-L-glutamate CN(CCCOC(=O)N[C@@H](CCC(=O)OCCCCCCCCCCCCCCCC)C(=O)OCCCCCCCCCCCCCCCC)C